6-(4-(4-(2-(2-Aminopyridin-3-yl)-3H-imidazo[4,5-b]pyridin-3-yl)benzyl)piperazin-1-yl)pyrimidine-4-carbonitrile NC1=NC=CC=C1C1=NC=2C(=NC=CC2)N1C1=CC=C(CN2CCN(CC2)C2=CC(=NC=N2)C#N)C=C1